OC[C@H](C)N1C=NC2=C(C1=O)C=C(N=C2C=2C=NC=CC2)C2=CN=C(S2)C(C)C (S)-3-(1-hydroxy-propan-2-yl)-6-(2-isopropyl-thiazol-5-yl)-8-(pyridin-3-yl)pyrido[3,4-d]pyrimidin-4(3H)-one